1-ethynyl-2-(3-methylbutan-1-en-1-yl)benzene C(#C)C1=C(C=CC=C1)C=CC(C)C